methyl 4-amino-3-iodo-5-((2-methoxyethyl)amino)benzoate NC1=C(C=C(C(=O)OC)C=C1NCCOC)I